FC(C(=O)N1CCN(CC1)C1=NC=CC=C1NC=1C=NC(=CC1)C(F)(F)F)=C 2-fluoro-1-(4-(3-((6-(trifluoromethyl)pyridin-3-yl)amino)pyridin-2-yl)piperazin-1-yl)prop-2-en-1-one